COC1=NC(=CC=C1NC(=O)C1=NC2=NC=3C=CC=CC3N2C=C1)OC N-(2,6-dimethoxypyridin-3-yl)-1,8,10-triazatricyclo[7.4.0.02,7]trideca-2(7),3,5,8,10,12-hexaene-11-carboxamide